n-methyl-1-(4-(2-(methyl-(2,3,5-trifluorobenzyl)amino)-2-oxoethyl)phenyl)-1H-benzo[d]Imidazole-5-carboxamide CNC(=O)C1=CC2=C(N(C=N2)C2=CC=C(C=C2)CC(=O)N(CC2=C(C(=CC(=C2)F)F)F)C)C=C1